C(#N)CN1C([NH+](CCC1)C)C 3-cyanomethyl-1,2-dimethyl-1,4,5,6-tetrahydropyrimidinium